(S)-1-O-Z-p-coumaroyl-2-O-acetyl-3-O-β-D-glucopyranosylglycerol C(\C=C\C1=CC=C(C=C1)O)(=O)[C@@H](O)C(OC(C)=O)CO[C@H]1[C@H](O)[C@@H](O)[C@H](O)[C@H](O1)CO